tert-Butyl 2-(4-amino-2-(6-tert-butylbenzo[d][1,3]dioxol-5-ylthio)-1H-imidazo[4,5-c]pyridin-1-yl)ethylcarbamate NC1=NC=CC2=C1N=C(N2CCNC(OC(C)(C)C)=O)SC2=CC1=C(OCO1)C=C2C(C)(C)C